C(C)(=O)[O-].C(C)(=O)[O-].C(CN)N.[NH4+].[NH4+] ammonium ethylenediamine diacetate